Cl.Cl.Cl.N[C@H](C(=O)NC1=CC=C(C=C1)C1=C(C=NC=C1)N(C)C)C(C1=CC=CC=C1)C1=CC=CC=C1 (S)-2-amino-N-(4-(3-(dimethylamino)pyridin-4-yl)phenyl)-3,3-diphenylpropaneAmide tri-hydrochloride